(E)-3-(4-chlorophenyl)-1-(2,8-dimethyl-1,2,3,4,4a,9b-hexahydro-5H-pyrido[4,3-b]indol-5-yl)-2-(4-fluorophenyl)prop-2-en-1-one ClC1=CC=C(C=C1)/C=C(/C(=O)N1C2C(C=3C=C(C=CC13)C)CN(CC2)C)\C2=CC=C(C=C2)F